tert-Butyl 5-(((benzyloxy)carbonyl)amino)-3-(hydroxymethyl)-3-methylpiperidine-1-carboxylate C(C1=CC=CC=C1)OC(=O)NC1CC(CN(C1)C(=O)OC(C)(C)C)(C)CO